NC1=C(C2=C(N=C(N=C2)C)N1C1=C(C(=CC=C1C)O)C)C(=O)N (S)-6-Amino-7-(3-hydroxy-2,6-dimethylphenyl)-2-methyl-7H-pyrrolo[2,3-d]pyrimidine-5-carboxamide